N-((1S)-(4,4-difluorocyclohexyl)(6-(((5R)-2-oxo-5-(trifluoromethyl)piperidin-3-yl)methyl)imidazo[1,2-b]pyridazin-2-yl)methyl)-4-ethyl-1,2,5-oxadiazole-3-carboxamide FC1(CCC(CC1)[C@H](NC(=O)C1=NON=C1CC)C=1N=C2N(N=C(C=C2)CC2C(NC[C@@H](C2)C(F)(F)F)=O)C1)F